2-cyano-N,N-diethyl-acetamide C(#N)CC(=O)N(CC)CC